ClC1=C(C=CC(=C1C(F)(F)F)Cl)C=1OC(=NN1)OC 2-(2,4-Dichloro-3-(trifluoromethyl)phenyl)-5-methoxy-1,3,4-oxadiazol